5-amino-3-nitro-5,7-dihydrospiro[cyclopenta[b]pyridine-6,4'-piperidin] NC1C=2C(=NC=C(C2)[N+](=O)[O-])CC12CCNCC2